(5RS)-2-[(6-Chloropyridin-3-yl)methyl]-5-(pyrrolidin-1-ylcarbonyl)-5,6,7,8-tetrahydro[1,2,4]triazolo[4,3-a]pyridin-3(2H)-one ClC1=CC=C(C=N1)CN1N=C2N([C@H](CCC2)C(=O)N2CCCC2)C1=O |r|